3-(2-hydroxypropan-2-yl)-1H-pyrazin-2-one OC(C)(C)C=1C(NC=CN1)=O